CC(C[N+](C)(C)C)OC(=O)N.[Cl-] Carbamyl-β-methylcholine chloride